CC1(OCC(O1)C1=C2C(=NC=C1)N(N=C2C#N)COCC[Si](C)(C)C)C 4-(2,2-dimethyl-1,3-dioxolan-4-yl)-1-((2-(trimethylsilyl)ethoxy)methyl)-1H-pyrazolo[3,4-b]pyridine-3-carbonitrile